BrC=1C(=C(C=CC1)C=1OC2=C(N1)C=C(C=C2C#N)CO)Cl 2-(3-bromo-2-chlorophenyl)-5-(hydroxymethyl)benzo[d]oxazole-7-carbonitrile